FC1=CC=C(C=C1)C1=NOC(=C1COC1=NC=C(C=C1)C1=NN=C2N1CCN(C2)S(=O)(=O)C)C 3-(4-fluorophenyl)-5-methyl-4-(((5-(7-(methylsulfonyl)-5,6,7,8-tetrahydro-[1,2,4]triazolo[4,3-a]pyrazin-3-yl)pyridin-2-yl)oxy)methyl)isoxazole